C1(=CC=C(C=C1)COC(COCCOCCOCC(NC(COCCC(=O)O)(COCCC(=O)O)COCCC(=O)O)=O)=O)C1=CC=CC=C1 1-([1,1'-biphenyl]-4-yl)-15,15-bis((2-carboxyethoxy)methyl)-3,13-dioxo-2,5,8,11,17-pentaoxa-14-azaicosan-20-oic acid